[Si](C)(C)(C(C)(C)C)OCCC1=NC(=CC=C1)C=C 2-(2-((tert-butyldimethylsilyl)oxy)ethyl)-6-vinylpyridine